C(C=C)(=O)[O-].[Ce+3].C(C=C)(=O)[O-].C(C=C)(=O)[O-] cerium (3+) acrylate